COC1=CC=C(C=C1)C1=CC=C(S1)C1=CC=C(C=C1)O 4-(5-(4-Methoxyphenyl)thiophen-2-yl)phenol